CC=1C(=C(C=C(C1)C(F)(F)F)O)C=1C=CC=2C(N1)=NN(C2)[C@H]2CN[C@@H](C2)C 3-methyl-2-[2-[(3R,5R)-5-methylpyrrolidin-3-yl]pyrazolo[3,4-b]pyridin-6-yl]-5-(trifluoromethyl)-phenol